octadecanyl-fluorodecalin Lanthanum phosphate praseodymium [Pr+3].P(=O)([O-])([O-])[O-].[La+3].C(CCCCCCCCCCCCCCCCC)C1(CCCC2CCCCC12)F.P(=O)([O-])([O-])[O-]